5-((4-(7-(trifluoromethyl)-[1,2,4]triazolo[1,5-a]pyridin-6-yl)piperidin-1-yl)sulfonyl)imidazo[2,1-b]thiazole FC(C1=CC=2N(C=C1C1CCN(CC1)S(=O)(=O)C1=CN=C3SC=CN31)N=CN2)(F)F